sec-pentyl isohexanoate C(CCC(C)C)(=O)OC(C)CCC